C(C=C)OC1=C(C=C(C(=C1)Cl)Cl)C(C1CCN(CC1)C(CC(C)(C)O)=O)CC(C)(S(=O)N)C ((2-(allyloxy)-4,5-dichlorophenyl)(1-(3-hydroxy-3-methylbutyryl)piperidin-4-yl)methyl)-2-methylpropane-2-sulfinamide